3-[[4-Chloro-6-(2-isobutyl-6-methyl-phenyl)-5-(trifluoromethyl)pyrimidin-2-yl]sulfamoyl]benzoic acid ClC1=NC(=NC(=C1C(F)(F)F)C1=C(C=CC=C1C)CC(C)C)NS(=O)(=O)C=1C=C(C(=O)O)C=CC1